C(C=CC1=CC=CC=C1)(=O)C(CC=C(C)C)C=1C(=C2C(C=CC(C2=C(C1)OC)=NO)=NO)OC 6-(1-cinnamoyl-4-methyl-3-pentenyl)-5,8-dimethoxy-1,4-naphthalenedione dioxime